O1C(CC1)CN1C=NC2=C1C=C(C=C2)C(=O)O 1-((oxetan-2-ylmethyl))-1H-benzo[d]imidazole-6-carboxylic acid